2-(5-Chloro-2,2-difluorobenzo[d][1,3]dioxol-4-yl)-2,2-difluoroacetic acid ClC1=C(C2=C(OC(O2)(F)F)C=C1)C(C(=O)O)(F)F